1-(3-chloro-4-methylphenyl)-1H-pyrrole-2,5-dione ClC=1C=C(C=CC1C)N1C(C=CC1=O)=O